S1C(=NC2=C1C=CC=C2)NC(=O)C=2C=CC=C1CCN(CC21)C2=CC=C(C(=N2)C(=O)O)C=2C=NN(C2)CC2CCOCC2 6-[8-(1,3-benzothiazol-2-ylcarbamoyl)-3,4-dihydroisoquinolin-2(1H)-yl]-3-[1-(tetrahydro-2H-pyran-4-ylmethyl)-1H-pyrazol-4-yl]pyridine-2-carboxylic acid